(tert-butoxycarbonyl)-L-alanine cyclopropyl ester C1(CC1)OC([C@@H](NC(=O)OC(C)(C)C)C)=O